O1C(=NC2=C1C=CC=C2)C2CCN(CC2)C2=C(C(N(C1=CC(=CC=C21)N2C(CCC2)=O)C)=O)C#N 4-[4-(1,3-Benzooxazol-2-yl)piperidin-1-yl]-1-methyl-2-oxo-7-(2-oxopyrrolidin-1-yl)-1,2-dihydro-quinoline-3-carbonitrile